ClC=1C=C(C=C(C1)S(=O)(=O)C)NC(=O)C=1SC(=C(C1)C1=NC=C(C=N1)N1CC(C1)(F)F)C N-(3-chloro-5-(methylsulfonyl)phenyl)-4-(5-(3,3-difluoroazetidin-1-yl)pyrimidin-2-yl)-5-methylthiophene-2-carboxamide